OC1=C(C2=C(N(C1=O)CC1=CC=C(C=C1)OC(F)(F)F)C=CS2)C(=O)O 6-hydroxy-5-oxo-4-(4-(trifluoromethoxy)benzyl)-4,5-dihydrothieno[3,2-b]pyridine-7-carboxylic acid